4-(tetrahydrofuran-2-yl)benzenesulfinic acid sodium salt [Na+].O1C(CCC1)C1=CC=C(C=C1)S(=O)[O-]